4-(1-Cyclobutyl-3-(5-fluoropyridin-2-yl)-1H-pyrazol-4-yl)-6-methyl-1H-pyrazolo[3,4-b]pyridine C1(CCC1)N1N=C(C(=C1)C1=C2C(=NC(=C1)C)NN=C2)C2=NC=C(C=C2)F